(R)-3-hydroxy-N-((R)-2-methoxy-2-methyl-1-(4-((1-methylcyclopentyl)methoxy)phenyl)propyl)-2-phenylpropanamide OC[C@H](C(=O)N[C@@H](C(C)(C)OC)C1=CC=C(C=C1)OCC1(CCCC1)C)C1=CC=CC=C1